5-fluoropyridin-2-yl triflate O(S(=O)(=O)C(F)(F)F)C1=NC=C(C=C1)F